NC1=C(C=C[N+](=O)[O-])C=CC=C1 o-aminonitrostyrene